7-[3-(1H-imidazol-1-yl)azetidin-1-yl]5-methyl-4-oxo-1-(1,2,4-thiadiazol-5-yl)-1,4-dihydro-1,8-naphthyridine-3-carboxylic acid N1(C=NC=C1)C1CN(C1)C1=CC(=C2C(C(=CN(C2=N1)C1=NC=NS1)C(=O)O)=O)C